(3-methoxycyclobutyl)-2-(pyridin-4-yl)pyrido[3,4-d]pyrimidin-4-amine COC1CC(C1)C1=CN=CC=2N=C(N=C(C21)N)C2=CC=NC=C2